2-{[4-({2-[(4-cyano-2-fluorophenoxy)methyl]pyridin-4-yl}oxy)piperidin-1-yl]methyl}-4-fluoro-1-{[(2S)-oxetan-2-yl]methyl}-1H-1,3-benzodiazole-6-carboxylic acid C(#N)C1=CC(=C(OCC2=NC=CC(=C2)OC2CCN(CC2)CC2=NC3=C(N2C[C@H]2OCC2)C=C(C=C3F)C(=O)O)C=C1)F